NC1=C2C(=NC=N1)N(N=C2C=2C=CC1=C(N=C(O1)N)C2)CCCCNC 5-(4-amino-1-(4-(methylamino)butyl)-1H-pyrazolo[3,4-d]pyrimidin-3-yl)benzo[d]oxazol-2-amine